N-methyl-2-(4-tolyl)-3-(4-tolylazo)indole CN1C(=C(C2=CC=CC=C12)N=NC1=CC=C(C=C1)C)C1=CC=C(C=C1)C